[2-[1-(3,3-dimethylcyclohexyl) ethoxy]-2-methylpropyl]propanoate CC1(CC(CCC1)C(C)OC(COC(CC)=O)(C)C)C